C(C)OC1=CC=C(C=C1)C=1NC2=C(N1)C=CC(=C2)C2=NC1=C(N2)C=C(C=C1)N1CCN(CC1)C 2'-(4-Ethoxyphenyl)-6-(4-methyl-1-piperazinyl)-1H,3'H-2,5'-bibenzimidazole